1,2,5,6,9,10-hexachlorododecane ClCC(CCC(C(CCC(C(CC)Cl)Cl)Cl)Cl)Cl